C(#N)C1=C(N=C(S1)N(C1=C(N=C2SC(=NN21)N2CC(CC2)NC(OC(C)(C)C)=O)CC)C)C2=CC=C(C=C2)F tert-butyl {1-[5-((5-cyano-4-(4-fluorophenyl)thiazol-2-yl)(methyl)amino)-6-ethylimidazo[2,1-b][1,3,4]thiadiazol-2-yl]pyrrolidin-3-yl}-carbamate